(S)-quinuclidin-3-yl((R)-6-fluoro-5-(3-isobutoxyphenyl)-2,2-dimethyl-2,3-dihydro-1H-inden-1-yl)carbamate N12C[C@H](C(CC1)CC2)OC(N[C@@H]2C(CC1=CC(=C(C=C21)F)C2=CC(=CC=C2)OCC(C)C)(C)C)=O